2-[(6-{[5-chloro-2-(4-formylpiperidin-1-yl)pyrimidin-4-yl]amino}-1-isopropyl-2-oxoquinolin-3-yl)oxy]-N-methylacetamide ClC=1C(=NC(=NC1)N1CCC(CC1)C=O)NC=1C=C2C=C(C(N(C2=CC1)C(C)C)=O)OCC(=O)NC